OC[C@H](C1=CC=CC=C1)NC1=NC(=NC=C1C=1OC(=NN1)C=1C=NC=CC1)NC1=CC2=C(B(OC2(C)C)O)C=C1 (S)-5-((4-((2-hydroxy-1-phenylethyl)amino)-5-(5-(pyridin-3-yl)-1,3,4-oxadiazol-2-yl)pyrimidin-2-yl)amino)-3,3-dimethylbenzo[c][1,2]oxaborol-1(3H)-ol